FC1=C(CC2(N=C(C=3C(=N2)N(NC3)C3CCOCC3)NC3=NNC(=C3)C3=CC=CC=C3)N)C=CC(=C1)F 6-(2,4-difluorobenzyl)-N4-(5-phenyl-1H-pyrazol-3-yl)-1-(tetrahydro-2H-pyran-4-yl)-1H-pyrazolo[3,4-d]Pyrimidine-4,6-diamine